C(C1=CC=CC=C1)OCC1=CC=CC=C1 DiBenzyl Ether